6-[3-chloro-4-(cyclopropylmethoxy)phenyl]-N-[[2-[2-(trifluoromethyl)morpholin-4-yl]-3-pyridinyl]methyl]pyridazine-4-carboxamide ClC=1C=C(C=CC1OCC1CC1)C1=CC(=CN=N1)C(=O)NCC=1C(=NC=CC1)N1CC(OCC1)C(F)(F)F